3-((1H-indazol-4-yl)methyl)-7-((1H-pyrazol-1-yl)methyl)-5-methyl-3,5-dihydro-4H-pyridazino[4,5-b]indol-4-one N1N=CC2=C(C=CC=C12)CN1N=CC2=C(N(C=3C=C(C=CC23)CN2N=CC=C2)C)C1=O